N1=NC(=CC2=C1C1=C(CCC2)N=CC=C1)N1N=C(N=C1N)NC=1C=CC2=C(CC[C@H](CC2)NC2CCCCC2)C1 1-(6,7-dihydro-5H-pyrido[2',3':6,7]cyclohepta[1,2-c]pyridazin-3-yl)-N3-((7S)-7-(cyclohexylamino)-6,7,8,9-tetrahydro-5H-benzo[7]annulene-2-yl)-1H-1,2,4-triazole-3,5-diamine